The molecule is a dihydroxyanthraquinone that is 1,8-dihydroxy-9,10-anthraquinone which is substituted a position 2 by a 3-oxobutanoyl group and at position 3 by a carboxymethyl group. An intermediate in the biosynthesis of nogalamycin. It has a role as a bacterial metabolite. It is an oxo monocarboxylic acid, a polyphenol, a polyketide and a dihydroxyanthraquinone. It is a conjugate acid of a nogalonate(2-). CC(=O)CC(=O)C1=C(C2=C(C=C1CC(=O)O)C(=O)C3=C(C2=O)C(=CC=C3)O)O